COC1OC(CC1)OC 2,5-dimethoxy-3,4-dihydrofuran